Cl.CC=1N=C2N(C=C(C=C2C)C2=CC3=C(N=C(S3)C=3CCNCC3)C(=C2)F)C1 6-(2,8-dimethylimidazo[1,2-a]pyridin-6-yl)-4-fluoro-2-(1,2,3,6-tetrahydropyridin-4-yl)-1,3-benzothiazole hydrochloride